tris-(trimethylsilyl) phosphate P(=O)(O[Si](C)(C)C)(O[Si](C)(C)C)O[Si](C)(C)C